PYRIDYLPORPHYRINE N1=C(C=CC=C1)C1=C2NC(=C1)C=C1C=CC(=N1)C=C1C=CC(N1)=CC=1C=CC(N1)=C2